1-piperidinocyclohexene N1(CCCCC1)C1=CCCCC1